BrC1=C(C=CC(=C1)C(=C)C)C 2-bromo-1-methyl-4-(prop-1-en-2-yl)benzene